ClC=1C=C(C(=O)NC23CC(C2)(C3)[C@H](C(NC3=CC=C(C=C3)C(F)(F)F)=O)C)C=CC1Cl (R)-3,4-dichloro-N-(3-(1-oxo-1-((4-(trifluoromethyl)phenyl)amino)propan-2-yl)bicyclo[1.1.1]pentan-1-yl)benzamide